methyl 2-fluoro-3-(3-fluoro-1H-pyrazol-4-yl)benzoate FC1=C(C(=O)OC)C=CC=C1C=1C(=NNC1)F